METHOXYMETHYLPROPYLPYRAZINE COCC=1C(=NC=CN1)CCC